5-((5-fluoro-2-nitrophenyl)amino)picolinic acid methyl ester COC(C1=NC=C(C=C1)NC1=C(C=CC(=C1)F)[N+](=O)[O-])=O